Cl.C1(=CC=C(C=C1)C[C@@H](C(=O)OCC(F)(F)F)NC)C1=CC=CC=C1 2,2,2-Trifluoroethyl (S)-3-((1,1'-biphenyl)-4-yl)-2-(methylamino)propanoate hydrochloride